C1(=CC=CC=C1)OPOC1=CC=CC=C1 Diphenyloxyphosphine